(S)-1-(6-(4-((4-((6-(2-Aminopyrimidin-5-yl)-8-morpholinoimidazo[1,2-a]pyrazin-2-yl)methyl)piperazin-1-yl)methyl)phenyl)-2-methyl-3,4-dihydroquinolin-1(2H)-yl)ethan-1-one NC1=NC=C(C=N1)C=1N=C(C=2N(C1)C=C(N2)CN2CCN(CC2)CC2=CC=C(C=C2)C=2C=C1CC[C@@H](N(C1=CC2)C(C)=O)C)N2CCOCC2